4-[Bis(2-hydroxyethyl)amino]-2-(4-hydroxybutoxy)benzaldehyde OCCN(C1=CC(=C(C=O)C=C1)OCCCCO)CCO